C(C)(C)(C)OC(=O)N1CCC(CC1)N(C1=CC=C(C=C1)F)C 4-(4-fluoro-N-methyl-anilino)piperidine-1-carboxylic acid tert-butyl ester